C(C)N(C1=CC=NC=N1)CCC 6-(ethyl(propyl)amino)pyrimidin